N-[5-(1-hydroxy-1-methyl-ethyl)-2-[4-(hydroxymethyl)-1-piperidyl]-1,3-benzothiazol-6-yl]-6-(trifluoromethyl)pyridine-2-carboxamide OC(C)(C)C=1C(=CC2=C(N=C(S2)N2CCC(CC2)CO)C1)NC(=O)C1=NC(=CC=C1)C(F)(F)F